The molecule is a pentol consisting of 1-(hydroxyimino)hexane with five hydroxy substituents placed at positions 2, 3, 4, 5 and 6. It is an aliphatic aldoxime, a pentol and an aldohexose derivative. C(C(C(C(C(/C=N/O)O)O)O)O)O